CC=1C(=CC=2C(CC(C(C2C1)(C)C)C)(C)C)C(C)=O 1-(3,5,5,6,8,8-hexamethyl-5,6,7,8-tetrahydronaphthalen-2-yl)ethane-1-one